C(#N)C=1C=NN2C1C(=CC(=C2)C=2C=NN(C2)C)/C=C/C=2C=CC(=NC2)NC(C=C)=O (E)-N-(5-(2-(3-cyano-6-(1-methyl-1H-pyrazol-4-yl)pyrazolo[1,5-a]pyridin-4-yl)vinyl)pyridin-2-yl)acrylamide